COC=1C(OC(=CC1N(C1=CC=CC=C1)C)C(=O)OCC)=O ethyl 3-methoxy-4-(methyl(phenyl)amino)-2-oxo-2H-pyran-6-carboxylate